C1=CC=CC=2C3=CC=CC=C3N(C12)CC(CN1C(C(CCC1)C)=O)O 1-(3-(9H-carbazol-9-yl)-2-hydroxypropyl)-3-methylpiperidin-2-one